BrC1=CC=C(C=C1)C1N(CCC1)C(=O)OC(C)(C)C Tert-butyl 2-(4-bromophenyl)pyrrolidine-1-carboxylate